C(#N)[C@H]1CN(CC1)S(=O)(=O)N[C@@H]1C[C@@H](C1)N(C=1C2=C(N=CN1)NC=C2)C (3R)-3-cyano-N-{cis-3-[methyl-(7H-pyrrolo[2,3-d]pyrimidin-4-yl)amino]cyclobutyl}pyrrolidine-1-sulfonamide